(R)-2-(6-(3-methylmorpholino)-1-(1H-pyrazol-3-yl)-1H-pyrazolo[3,4-b]pyridin-4-yl)propan-2-ol C[C@@H]1COCCN1C1=CC(=C2C(=N1)N(N=C2)C2=NNC=C2)C(C)(C)O